C(C)OC=1C=C(N=NC1)C(O)C1=CC(=C(C=C1)F)C1=NC=NC2=CC(=CC=C12)N1CCOCC1 (5-Ethoxypyridazin-3-yl)-[4-fluoro-3-(7-morpholin-4-yl-quinazolin-4-yl)phenyl]-methanol